1-[(2R)-1-[2-(1-phenyl-1H-pyrazol-4-yl)-1,3-thiazole-4-carbonyl]pyrrolidine-2-yl]methanamine C1(=CC=CC=C1)N1N=CC(=C1)C=1SC=C(N1)C(=O)N1[C@H](CCC1)CN